BrC=1C=C2C(=NC1)N(C(N2CC(=O)N(C)C)=O)C(C2=CC=CC=C2)(C2=CC=CC=C2)C2=CC=CC=C2 2-(6-bromo-2-oxo-3-trityl-2,3-dihydro-1H-imidazo[4,5-b]pyridin-1-yl)-N,N-dimethylacetamide